2-Methyl-propane-2-sulfinic acid {3-[6-amino-8-(6-iodo-indan-5-ylsulfanyl)-purin-9-yl]-propyl}-amide NC1=C2N=C(N(C2=NC=N1)CCCNS(=O)C(C)(C)C)SC=1C=C2CCCC2=CC1I